S1C(=CC=C1)C1=CC(C2=CC=CC=C12)=O 3-(thiophen-2-yl)-1H-inden-1-one